COC(=O)C1=CC=C2C=3C([C@@](CCC3N(C2=C1)S(=O)(=O)C)(C#N)CC1=CC=CC=C1)=O (R)-3-benzyl-3-cyano-9-(methylsulfonyl)-4-oxo-2,3,4,9-tetrahydro-1H-carbazole-7-carboxylic acid methyl ester